tert-butyl-1-(2,5-dimethoxy-4-(trifluoromethyl)phenyl)-3-methoxypropan C(C)(C)(C)C(CCOC)C1=C(C=C(C(=C1)OC)C(F)(F)F)OC